NCCC=1C=NC(=NC1)C1=C(C=C(C#N)C=C1)OC1=CC(=NC(=C1)N1C2COCC1CC2)C 4-[5-(2-aminoethyl)pyrimidin-2-yl]-3-[2-methyl-6-(3-oxa-8-azabicyclo[3.2.1]octan-8-yl)pyridin-4-yl]oxybenzonitrile